(11aS,11a'S)-8,8'-(propane-1,3-diylbis(oxy))bis(7-methoxy-2-methylene-2,3-dihydro-1H-benzo[e]pyrrolo[1,2-a][1,4]diazepine-5(11aH)-one) C(CCOC=1C(=CC2=C(N=C[C@H]3N(C2=O)CC(C3)=C)C1)OC)OC=1C(=CC3=C(N=C[C@H]2N(C3=O)CC(C2)=C)C1)OC